CC=1C(=NC=C(N1)N[C@@H]1C[C@H](CC1)NC1=CC=C(C=N1)N1C(C=CC=C1)=O)C#N 3-Methyl-5-(((1S,3S)-3-((2-oxo-2H-[1,3'-bipyridin]-6'-yl)amino)cyclopentyl)amino)pyrazine-2-carbonitrile